C1N=CCC=2NC=3C=CC=CC3C21 4,5-dihydro-1H-pyrido[4,3-b]indol